COC1=CC=C(C=C1)S(=O)OCC ethyl 4-methoxybenzenesulfinate